C(C)(C)OC1=C(C=C(C=C1)SC)N1C(=NC2=CC=CC=C2C1=O)CC1CCNCC1 4-((3-(2-isopropoxy-5-(methylthio)phenyl)-4-oxo-3,4-dihydroquinazolin-2-yl)methyl)piperidin